N1N=CC=2C1=CNCC2 5,6-dihydro-1H-pyrazolo[3,4-c]pyridin